NC=1C(=NC=C(C1)B(O)O)C(=O)OC 3-AMINO-2-(METHOXYCARBONYL)PYRIDINE-5-BORONIC ACID